C(CCC)NC(=O)[C@@H]1CC2=C(NC3=CC=CC=C23)[C@@H](N1)C (1S,3S)-N-butyl-1-methyl-2,3,4,9-tetrahydro-pyridino[3,4-b]indol-3-formamide